2-(2-fluoro-4-(6-(4-nitrobenzyloxy)pyridin-2-yl)benzyl)-1-((tetrahydrofuran-2-yl)methyl)-1H-benzo[d]imidazole-6-carboxylic acid FC1=C(CC2=NC3=C(N2CC2OCCC2)C=C(C=C3)C(=O)O)C=CC(=C1)C1=NC(=CC=C1)OCC1=CC=C(C=C1)[N+](=O)[O-]